(R)-N-(4-methyl-3-(8-methyl-2-(methylamino)-8,9-dihydroimidazo[1',2':1,6]pyrido[2,3-d]pyrimidin-6-yl)phenyl)-4-(trifluoromethyl)pyridineamide CC1=C(C=C(C=C1)NC(=O)C1=NC=CC(=C1)C(F)(F)F)C1=CC2=C(N=C(N=C2)NC)N2C1=N[C@@H](C2)C